N=1N=C(NC1)C=1C=C(C=CC1)C=1C=C2C(=NN(C2=CC1)C(C)C)COC1=C(C=CC=C1)CC(=O)O 2-(2-((5-(3-(4H-1,2,4-triazol-3-yl)phenyl)-1-isopropyl-1H-indazol-3-yl)methoxy)phenyl)acetic acid